C(#C)C1=C(C=CC=C1)[N+](=O)[O-] ethynyl-2-nitrobenzene